8-Chloro-N-(3-chloro-4-(trifluoromethyl)phenyl)-3,4-dihydro-2,7-naphthyridine ClC=1N=CC=C2CCN(CC12)C1=CC(=C(C=C1)C(F)(F)F)Cl